ClCC1=CC(=CC(=C1)F)F 1-chloromethyl-3,5-difluorobenzene